3-(trimethylsilyl)propynyl chloride C[Si](CC#CCl)(C)C